Cl.C(=O)(OCC1C2=CC=CC=C2C2=CC=CC=C12)NCCCCN Fmoc-aminobutylamine hydrochloride salt